(3,5-Dichloropyridin-4-yl)methanol ClC=1C=NC=C(C1CO)Cl